COC(C1=C(C=C(C(=C1)OCCCN(C(C1=C(C=CC=C1)F)=O)C(CC)=O)OC)NC(CC)=O)=O 5-(3-(2-fluoro-N-propioylbenzamido)propoxy)-4-methoxy-2-propioamidobenzoic acid methyl ester